4,5-Dihydro-5-oxo-1-(4-sulfophenyl)-4-((4-sulfophenyl)azo)-1H-pyrazole O=C1C(C=NN1C1=CC=C(C=C1)S(=O)(=O)O)N=NC1=CC=C(C=C1)S(=O)(=O)O